3-methyl-2,2-norbornanedimethanol CC1C(C2CCC1C2)(CO)CO